3-formyl-4-[2-(triisopropylsilyl)ethynyl]phenylboronic acid C(=O)C=1C=C(C=CC1C#C[Si](C(C)C)(C(C)C)C(C)C)B(O)O